(R)-phenyl 2-amino-3-(3-(4-chloro-1-ethyl-1H-pyrazol-5-yl)-5-fluorobenzamido)propanoate N[C@@H](C(=O)OC1=CC=CC=C1)CNC(C1=CC(=CC(=C1)F)C1=C(C=NN1CC)Cl)=O